4-(pyridin-4-yl)benzoylacetonitrile N1=CC=C(C=C1)C1=CC=C(C(=O)CC#N)C=C1